4-[[2-fluoro-3-methoxy-propyl]-[4-(5,6,7,8-tetrahydro-1,8-naphthyridin-2-yl)butyl]amino]-2-[(3-methyloxetane-3-carbonyl)amino]butanoic acid FC(CN(CCC(C(=O)O)NC(=O)C1(COC1)C)CCCCC1=NC=2NCCCC2C=C1)COC